C(C=C(C)C)(=O)[O-] (R)-isopentenoate